Cl.N1=CC=C(C=C1)C=1C(=NN2C1CNCC2)C2=CC=C(C=C2)C(F)(F)F 3-(pyridin-4-yl)-2-[4-(trifluoromethyl)phenyl]-4,5,6,7-tetrahydropyrazolo[1,5-a]pyrazine hydrochloride